1-(11Z-eicosenoyl)-2-(9Z,12Z-octadecadienoyl)-glycero-3-phosphoserine CCCCCCCC/C=C\CCCCCCCCCC(=O)OC[C@H](COP(=O)(O)OC[C@@H](C(=O)O)N)OC(=O)CCCCCCC/C=C\C/C=C\CCCCC